(S)-N-ethyl-2-((4-(3-((9-(ethanesulfonamidomethyl)-3-azaspiro[5.5]undec-3-yl)methyl)pyrrolidin-1-yl)pyrimidin-5-yl)oxy)-5-fluoro-N-isopropylbenzamide C(C)N(C(C1=C(C=CC(=C1)F)OC=1C(=NC=NC1)N1C[C@@H](CC1)CN1CCC2(CC1)CCC(CC2)CNS(=O)(=O)CC)=O)C(C)C